methyl 2-(3-chloropropyl)pyrrolidine-1,2-dicarboxylate ClCCCC1(N(CCC1)C(=O)OC)C(=O)[O-]